ClC=1C(=C2C(=NC1)NC(=N2)C2=CC=C(C=C2)N2CCN(CC2)C)NC2CCN(CC2)C 6-Chloro-2-[4-(4-methylpiperazin-1-yl)phenyl]-N-(1-methylpiperidin-4-yl)-3H-imidazo[4,5-b]pyridin-7-amine